BrCC#CCOC 1-Bromo-4-methoxybut-2-yne